N-(3-(3-((4-(tert-butyl)pyridin-2-yl)(phenyl)amino)phenoxy)phenyl)benzene-1,2-diamine C(C)(C)(C)C1=CC(=NC=C1)N(C=1C=C(OC=2C=C(C=CC2)NC=2C(=CC=CC2)N)C=CC1)C1=CC=CC=C1